(5,9,13,17-tetramethyloctadeca-4-enoyl)1,3-butanediol CC(=CCCC(=O)C(CC(C)O)O)CCCC(CCCC(CCCC(C)C)C)C